1-(2-Hydroxy-4-methoxyphenyl)-3-(3-methoxyphenyl)prop-2-en-1-one OC1=C(C=CC(=C1)OC)C(C=CC1=CC(=CC=C1)OC)=O